tert-butyl N-[1-[1-(benzenesulfonyl)-2-formyl-pyrrolo[2,3-b]pyridin-6-yl]-1-methyl-ethyl]carbamate C1(=CC=CC=C1)S(=O)(=O)N1C(=CC=2C1=NC(=CC2)C(C)(C)NC(OC(C)(C)C)=O)C=O